C(#N)C1=CC=C(N2C=CC=C12)C=1C=NC=CC1SC(C(=O)O)(CO)C 2-((3-(8-cyanoindolizin-5-yl)pyridin-4-yl)thio)-3-hydroxy-2-methylpropanoic acid